COC1=CC=C(C(=N1)C)S(=O)(=O)N1CCC2(CC(C2)N2C3COC(C2)C3)CC1 5-(7-((6-Methoxy-2-methylpyridin-3-yl)sulfonyl)-7-azaspiro[3.5]nonan-2-yl)-2-oxa-5-azabicyclo[2.2.1]heptane